ClC1=[N+](C=CC=C1)CC1=CC=C(C=C1)OC 2-chloro-1-(4-methoxybenzyl)pyridinium